CS(=O)(=O)N1CCN(CC1)C=1C(NC=CN1)=O 3-[4-(methylsulfonyl)piperazin-1-yl]pyrazin-2(1H)-one